FC1=C(C=CC(=C1)F)[C@@H]1[C@H](C1)C1=CC(=NC=2N1N=CN2)C=2C(NC(NC2)=O)=O 5-(7-((1S,2S)-2-(2,4-difluorophenyl)cyclopropyl)-[1,2,4]triazolo[1,5-a]pyrimidin-5-yl)pyrimidine-2,4(1H,3H)-dione